N-((3r,4s)-3-fluoro-1-(methylsulfonyl)piperidin-4-yl)-4-(2-methyl-1H-imidazol-4-yl)-5-(trifluoromethyl)pyrimidin-2-amine F[C@@H]1CN(CC[C@@H]1NC1=NC=C(C(=N1)C=1N=C(NC1)C)C(F)(F)F)S(=O)(=O)C